nickel-silicon-copper [Cu].[Si].[Ni]